Cl.Cl.Cl.CC=1N=C2N(N=C(C=C2C)C2=CC(=C3C=C(N=NC3=C2)C2CCN(CC2)CCN(C)C)F)C1 2-[4-[7-(2,8-dimethylimidazo[1,2-b]pyridazin-6-yl)-5-fluoro-cinnolin-3-yl]-1-piperidinyl]-N,N-dimethyl-ethylamine tri-hydrochloride